C(C=C)(=O)N[C@H]1CN(C=2C=CC=C(C2C1)C(=O)NS(=O)(=O)C)C1=CC=C(C=C1)C(F)(F)F |o1:5| (R)- or (S)-3-acrylamido-N-(methyl-sulfonyl)-1-(4-(trifluoro-methyl)phenyl)-1,2,3,4-tetrahydroquinoline-5-carboxamide